(S)-2-Methoxy-1-(1-((2-(trimethylsilyl)ethoxy)methyl)-1H-imidazo[4,5-b]pyridin-5-yl)ethan-1-amine COC[C@@H](N)C1=CC=C2C(=N1)N=CN2COCC[Si](C)(C)C